N1(N=NC=C1)C[C@]12C[C@H](C[C@H](N1C(=O)NC1=CC(=C(C=C1)C)C1=NC=C(C=N1)F)C2)C (1R,3S,5S)-1-((1H-1,2,3-triazol-1-yl)methyl)-N-(3-(5-fluoropyrimidin-2-yl)-4-methylphenyl)-3-methyl-6-azabicyclo[3.1.1]heptane-6-carboxamide